FC1(CN(C1)C(=O)OC)F methyl 3,3-difluoroazetidine-1-carboxylate